BrC1=C(C2=C(OC3=C2C(=C(C=C3Cl)[2H])[2H])C(=C1[2H])[2H])[2H] 2-bromo-6-chlorodibenzo[b,d]furan-1,3,4,8,9-d5